(S)-N-((R)-1-(4-carbamimidoylthiophen-2-yl)-2-hydroxyethyl)-7-((9,9-difluoro-9H-fluorene-3-carbonyl)glycyl)-1,4-dioxa-7-azaspiro[4.4]nonane-8-carboxamide C(N)(=N)C=1C=C(SC1)[C@@H](CO)NC(=O)[C@H]1N(CC2(OCCO2)C1)C(CNC(=O)C=1C=CC=2C(C3=CC=CC=C3C2C1)(F)F)=O